4,6-bis(mercaptomethylthio)-1,3-dithiahexane SCSC(SCS)CCSCS